C(C1=CC=CC=C1)OC1=CC=C(C=C1)C[C@@H](C(=O)OC)NC(CC1CCN(CC1)C(CCC1=NC=CN=C1)=O)=O Methyl (S)-3-(4-(benzyloxy)phenyl)-2-(2-(1-(3-(pyrazin-2-yl)propanoyl)piperidin-4-yl)acetamido)propanoate